FC=1C=CC(=NC1)N1CCOC2(C1)C=C(C(C(C2)(C)C)=O)C#N 4-(5-fluoropyridin-2-yl)-10,10-dimethyl-9-oxo-1-oxa-4-azaspiro[5.5]undec-7-ene-8-carbonitrile